P(=O)(O)(O)O[C@H]1[C@H]([C@@H](O[C@@H]1CO)N1C=NC=2C(=O)NC(N)=NC12)OOC 2'-O-methoxyguanosine-3'-phosphate